C(C)(C)(C)[Si](OC(CCCO)CN(C)C)(C)C 4-[tert-butyl-(dimethyl)silyl]oxy-5-(dimethylamino)pentan-1-ol